ClC=1C2=C(N=CN1)N(C=C2)[C@@H]2[C@@H]1[C@]([C@@H]3[C@H]2OC(O3)(C)C)(C1)CO ((3aR,3bR,4aS,5R,5aS)-5-(4-Chloro-7H-pyrrolo[2,3-d]pyrimidin-7-yl)-2,2-dimethylhexahydrocyclopropa[3,4]cyclopenta[1,2-d][1,3]dioxol-3b-yl)methanol